(S)-1-(4-methyl-2-(4-phenylbutyl)oxazol-5-yl)pyrrolidine-2-carbonitrile CC=1N=C(OC1N1[C@@H](CCC1)C#N)CCCCC1=CC=CC=C1